F[C@H]1CN(CC[C@H]1NC1=C2C=C(N(C2=CC=C1)CC(F)(F)F)C1=NOC(=N1)CNC(=O)C1=CN(C=C1)CC(C)O)C N-{[3-(4-{[(3S,4R)-3-fluoro-1-methylpiperidin-4-yl]amino}-1-(2,2,2-trifluoroethyl)-1H-indol-2-yl)-1,2,4-oxadiazol-5-yl]methyl}-1-(2-hydroxypropyl)-1H-pyrrole-3-carboxamide